C(C)(C)(C)N1C(C2=C(CC1)C(=CS2)CC)C 6-(tert-butyl)3-ethyl-7-methyl-4,7-dihydrothieno[2,3-c]pyridine